dimethylanilinium tetrakis(3,5-bis(trifluoromethyl)phenyl)borate FC(C=1C=C(C=C(C1)C(F)(F)F)[B-](C1=CC(=CC(=C1)C(F)(F)F)C(F)(F)F)(C1=CC(=CC(=C1)C(F)(F)F)C(F)(F)F)C1=CC(=CC(=C1)C(F)(F)F)C(F)(F)F)(F)F.C[NH+](C1=CC=CC=C1)C